ClC=1C=C(C=C(C1)Cl)C=1C=CC=C2C(=C(C=NC12)NC(=O)C1CCCC2=CC=CC=C12)OC(C)C N-(8-(3,5-dichlorophenyl)-4-isopropoxyquinolin-3-yl)-1,2,3,4-tetrahydro-naphthalene-1-carboxamide